CC(C)(COP(=O)(O)OP(=O)(O)OC[C@@H]1[C@H]([C@H]([C@@H](O1)N2C=NC3=C(N=CN=C32)N)O)OP(=O)(O)O)[C@H](C(=O)NCCC(=O)NCCSC(=O)C4=CC=CS4)O The molecule is an acyl-CoA that results from the formal condensation of the thiol group of coenzyme A with the carboxy group of thiophene-2-carboxylic acid. It derives from a thiophene-2-carboxylic acid and a coenzyme A. It is a conjugate acid of a thiophene-2-carbonyl-CoA(4-).